6-chloro-8-(2-((2,5-dioxopyrrolidin-1-yl)methyl)thieno[3,2-b]pyridin-7-yl)-3,4-dihydroquinolin ClC=1C=C2CCC=NC2=C(C1)C1=C2C(=NC=C1)C=C(S2)CN2C(CCC2=O)=O